N-(4-((4-(3-phenylureido)phenyl)sulfonyl)phenyl)benzenesulfonamide (S)-2-Ethylhexyl-(2E)-3-(4-methoxyphenyl)prop-2-enoate C(C)[C@H](COC(\C=C\C1=CC=C(C=C1)OC)=O)CCCC.C1(=CC=CC=C1)NC(NC1=CC=C(C=C1)S(=O)(=O)C1=CC=C(C=C1)NS(=O)(=O)C1=CC=CC=C1)=O